[10B](O)(O)C1=CC=C(C[C@H](N)C(=O)O)C=C1 4-[(10B)borono]-L-phenylalanine